3-bromo-methyl-sulfolene cis-methyl-5-[(3R,5S)-4-(tert-butoxycarbonyl)-3,5-dimethylpiperazin-1-yl]-2-methoxyquinoline-8-carboxylate COC(=O)C=1C=CC(=C2C=CC(=NC12)OC)N1C[C@H](N([C@H](C1)C)C(=O)OC(C)(C)C)C.BrC=1C(S(=O)(=O)CC1)C